(3,5-dichloro-4-((2'-oxospiro[cyclopropane-1,3'-indolin]-5'-yl)oxy)phenyl)-5-oxo-4,5-dihydro-1,2,4-oxadiazole-3-carboxamide ClC=1C=C(C=C(C1OC=1C=C2C3(C(NC2=CC1)=O)CC3)Cl)N3C(=NOC3=O)C(=O)N